FC1(CN(CC1)C[C@H](C(C)C)N(C(C1=CC(=C(C=C1)C)C)=O)C)F (S)-N-(1-(3,3-Difluoropyrrolidin-1-yl)-3-methylbutan-2-yl)-N,3,4-trimethylbenzamide